ClC=1C=CC(=C(C1)CC(=O)NC1=CCN(C=C1)[C@@H]1[C@@H](CCC1)O)O 4-[[2-(5-Chloro-2-hydroxyphenyl)acetyl]amino]-N-[(1S,2R)-2-hydroxycyclopentyl]pyridin